2-(5-(2-((5-ethynyl-2,3-dihydro-1H-inden-2-yl)amino)pyrimidin-5-yl)-1,3,4-oxadiazol-2-yl)-1-(1,4,6,7-tetrahydro-5H-[1,2,3]triazolo[4,5-c]pyridin-5-yl)ethan-1-one C(#C)C=1C=C2CC(CC2=CC1)NC1=NC=C(C=N1)C1=NN=C(O1)CC(=O)N1CC2=C(CC1)NN=N2